CCCCCCCO Hexane-6-ylmethanol